NC1CCN(CC1)CC1CCN(CC1)C1=CC2=C(N(C(O2)=O)C2C(NC(CC2)=O)=O)C=C1 3-(6-(4-((4-aminopiperidin-1-yl)methyl)piperidin-1-yl)-2-oxobenzo[d]oxazol-3(2H)-yl)piperidine-2,6-dione